ClC1=NC=CC=C1[C@@H](C)N(C(O)=O)C1=C(N=NN1C)C1=NC=C(C=C1)NC(=O)C1CC(C1)N.CC(CCOC=1C=CC=CC1)(C)C 3-(3,3-dimethylbutoxy)benzene (R)-1-(2-chloropyridin-3-yl)ethyl-(4-(5-((1r,3R)-3-aminocyclobutane-1-carboxamido)pyridin-2-yl)-1-methyl-1H-1,2,3-triazol-5-yl)carbamate